(2E)-3-(5-BROMO-2-FURYL)ACRYLALDEHYDE BrC1=CC=C(O1)/C=C/C=O